C1(=CC=CC=C1)S(=O)(=O)N1C=CC2=NC(=CC=C21)C=O 1-(benzenesulfonyl)-1H-pyrrolo[3,2-b]pyridine-5-carbaldehyde